4-((1H-indol-5-yl)amino)-2-(((S)-2,3,4,5-tetrahydro-3-hydroxybenzo[b][1,4]oxazepin-7-yl)amino)pyrimidine-5-carboxamide N1C=CC2=CC(=CC=C12)NC1=NC(=NC=C1C(=O)N)NC1=CC2=C(OC[C@H](CN2)O)C=C1